O1CCN(CC1)CC1=CC(=NC(=C1)NC=1SC(=CN1)C=1N=NN(N1)C1=NC=CC=C1)N[C@@H]1CN(CCC1)C(C=C)=O (S)-1-(3-((4-(morpholinomethyl)-6-((5-(2-(pyridin-2-yl)-2H-tetrazol-5-yl)thiazole-2-yl)amino)pyridin-2-yl)amino)piperidin-1-yl)prop-2-en-1-one